piperidin-3-olcarboxylate N1(CC(CCC1)O)C(=O)[O-]